6,7,8,9-tetrahydro-2-methyl-4H-pyrido[1,2-a]Pyrimidin-4-one CC=1N=C2N(C(C1)=O)CCCC2